C(C)(C)(C)OCC=1C=C2CCN3C(C2=CC1)=CC(=NC3=O)OCC3OCCOC3 9-tert-Butoxymethyl-2-([1,4]dioxan-2-ylmethoxy)-6,7-dihydro-pyrimido[6,1-a]isoquinolin-4-one